CN1CCC(CC1)NC(=O)C=1C=CC=C2C1CCO2 N-(1-methylpiperidin-4-yl)-2,3-dihydrobenzofuran-4-carboxamide